FC=1C=C(C(=O)O)C=CC1C1=NC2=CC3=C(C=C2C(=C1OC(C)C)C1=CC=C(C=C1)F)C=NN3 3-fluoro-4-[5-(4-fluorophenyl)-6-isopropoxy-1H-pyrazolo[4,3-g]quinolin-7-yl]benzoic acid